diethyl succinate Triethyl-citrate C(C)C(C(C(C(=O)O)(CC)CC)(O)C(=O)O)C(=O)O.C(CCC(=O)OCC)(=O)OCC